C(C)(C)(C)OC(=O)N1C=CC2=C(C(=CC(=C12)C)OC)CN1[C@H](CN(CC1)CC(F)F)C1=C2CCCNC2=C(C=C1)C(=O)OC Methyl (S)-5-(1-((1-(tert-butoxycarbonyl)-5-methoxy-7-methyl-1H-indol-4-yl)methyl)-4-(2,2-difluoroethyl)piperazin-2-yl)-1,2,3,4-tetrahydroquinoline-8-carboxylate